5-(1H-pyrrolo[2,3-c]pyridin-4-yl)-2,3-dihydro-1H-inden-4-amine N1C=CC=2C1=CN=CC2C2=C(C=1CCCC1C=C2)N